4-[(3-chlorophenyl)(trifluoroacetyl)amino]-6'-(1,3-dioxan-2-yl)-5'-fluoro-2'-[(2R)-3-hydroxy-2-methylpropyl]-2',3'-dihydrospiro[cyclohexane-1,1'-indene]-4-carboxylic acid methyl ester COC(=O)C1(CCC2(C(CC3=CC(=C(C=C23)C2OCCCO2)F)C[C@H](CO)C)CC1)N(C(C(F)(F)F)=O)C1=CC(=CC=C1)Cl